N-arachidoyl-aspartic acid C(CCCCCCCCCCCCCCCCCCC)(=O)N[C@@H](CC(=O)O)C(=O)O